(S)-4-((6'-(fluoromethyl)-8'-oxo-7',8'-dihydro-6'H-spiro[cyclohexane-1,9'-pyrazino[1',2':1,5]pyrrolo[2,3-d]pyrimidin]-2'-yl)amino)benzenesulfonamide FC[C@H]1NC(C2(N3C1=CC1=C3N=C(N=C1)NC1=CC=C(C=C1)S(=O)(=O)N)CCCCC2)=O